[3-[4-[3-(2,2-Dimethylpropyl)triazol-4-yl]phenyl]azetidin-1-yl]-[(3R)-3-(tetrazol-1-yl)pyrrolidin-1-yl]methanone diethyl-terephthalate C(C)OC(C1=CC=C(C(=O)OCC)C=C1)=O.CC(CN1N=NC=C1C1=CC=C(C=C1)C1CN(C1)C(=O)N1C[C@@H](CC1)N1N=NN=C1)(C)C